O[C@]1(CCN(CC12CCCC2)C(C(CC(F)(F)F)CC(F)(F)F)=O)CN2CC=C(C(=C2)C(=O)N2CCNCC2)C2=CC=CC=C2 (S)-1-((10-Hydroxy-7-(4,4,4-trifluoro-2-(2,2,2-trifluoroethyl)butanoyl)-7-azaspiro[4.5]decan-10-yl)methyl)-4-phenyl-5-(piperazine-1-carbonyl)pyridin